(S)-quinuclidin-3-yl (5-(3-methoxyphenyl)-2,2-dimethyl-2,3-dihydro-1H-inden-1-yl)carbamat COC=1C=C(C=CC1)C=1C=C2CC(C(C2=CC1)NC(O[C@@H]1CN2CCC1CC2)=O)(C)C